N1(N=CN=C1)C1(CC=CC=C1)NC(=S)N 1-(1H-1,2,4-triazol-1-yl)phenylthiourea